CC1(C2=CC3=C(SC(=C3)N)C=C2C(CC1)(C)C)C 5,5,8,8-tetramethyl-5,6,7,8-tetrahydronaphtho[2,3-b]thiophen-2-amine